BrC1=CC(=C2C=NN(C2=C1)C1OCCCC1)NC(OC(C)(C)C)=O tert-butyl (6-bromo-1-(tetrahydro-2H-pyran-2-yl)-1H-indazol-4-yl)carbamate